2-isocyano-5-chlorobenzonitrile [N+](#[C-])C1=C(C#N)C=C(C=C1)Cl